methyl (3aR,6aR)-5-((tert-butoxycarbonyl)-L-alanyl)-3a-(3-(4,4,5,5-tetramethyl-1,3,2-dioxaborolan-2-yl)propyl)hexahydropyrrolo[3,4-b]pyrrole-6a(1H)-carboxylate C(C)(C)(C)OC(=O)N[C@@H](C)C(=O)N1C[C@@]2(NCC[C@@]2(C1)CCCB1OC(C(O1)(C)C)(C)C)C(=O)OC